COC[C@H]1C[C@@H](CN1C(C=C)=O)N1N=C(C(=C1NC)C(=O)N)C#CC1=CC=C(C=2N1C=NC2)C 1-[(3S,5R)-5-(methoxymethyl)-1-(prop-2-enoyl)pyrrolidin-3-yl]-5-(methylamino)-3-(2-{8-methylimidazo[1,5-a]pyridin-5-yl}ethynyl)pyrazole-4-carboxamide